3-chloro-4-((4-((1-(4-fluorophenyl)-4-oxo-1,4-dihydro-5H-pyrazolo[3,4-d]pyrimidin-5-yl)methyl)-4-hydroxypiperidin-1-yl)methyl)benzoic acid ClC=1C=C(C(=O)O)C=CC1CN1CCC(CC1)(O)CN1C=NC2=C(C1=O)C=NN2C2=CC=C(C=C2)F